[N-](S(=O)(=O)C(F)(F)F)S(=O)(=O)C(F)(F)F.C(C)[N+](CCOC)(C)CC N,N-Diethyl-N-methyl-N-(2-methoxyethyl)-ammonium-bis(trifluoromethylsulfonyl)imid